3-(5-(furan-2-yl)pyridin-3-yl)phenyl octylcarbamate C(CCCCCCC)NC(OC1=CC(=CC=C1)C=1C=NC=C(C1)C=1OC=CC1)=O